tert-butyl 4-((5-(7-cyano-1H-indol-3-yl)-3-methylpyrazin-2-yl)oxy)piperidine-1-carboxylate C(#N)C=1C=CC=C2C(=CNC12)C=1N=C(C(=NC1)OC1CCN(CC1)C(=O)OC(C)(C)C)C